(3-(6-(1-(difluoromethyl)-1H-pyrazol-4-yl)-7H-pyrrolo[2,3-d]pyrimidin-4-yl)-3,8-diazabicyclo[3.2.1]oct-8-yl)((1S,2R)-2-fluorocyclopropyl)methanone FC(N1N=CC(=C1)C1=CC2=C(N=CN=C2N2CC3CCC(C2)N3C(=O)[C@H]3[C@@H](C3)F)N1)F